(9S)-9-(3'-chloro-4'-fluorobiphenyl-4-yl)-3,4,6,7,8,9-hexahydropyrido[2,1-c][1,2,4]thiadiazine 2,2-dioxide ClC=1C=C(C=CC1F)C1=CC=C(C=C1)[C@@H]1CCCN2C1=NS(CC2)(=O)=O